C([C@@H]1[C@H]([C@@H]([C@H](C(O1)OP(=O)(O)O)O)O)O)O Glucose 1-phosphate